4-[5-(benzyloxy)-1H-1,2,3-benzotriazol-1-yl]-6-(furan-2-yl)pyrimidin-2-amine C(C1=CC=CC=C1)OC1=CC2=C(N(N=N2)C2=NC(=NC(=C2)C=2OC=CC2)N)C=C1